ClC=1C=CC(=C(C1)OC(CC(C)OC)=O)[N+](=O)[O-] 5-chloro-2-nitrophenyl-3-methoxybutanoate